2-(9H-carbazole-9-yl)-5-cyanobenzene C1=CC=CC=2C3=CC=CC=C3N(C12)C1=CC=C(C=C1)C#N